CN1CC(OCCC1)CN1CCC(CC1)C1=C(C=CC=C1)C 4-methyl-2-{[4-(o-tolyl)piperidin-1-yl]methyl}-1,4-oxazepane